FC=1C(=C2C(=NC1)NC=C2)C=2CCN(CC2)C(=O)OC(C)(C)C tert-butyl 4-(5-fluoro-1H-pyrrolo[2,3-b]pyridin-4-yl)-3,6-dihydropyridine-1(2H)-carboxylate